The molecule is the L-enantiomer of citrulline. It has a role as an EC 1.14.13.39 (nitric oxide synthase) inhibitor, a protective agent, a nutraceutical, a micronutrient, a human metabolite, an Escherichia coli metabolite, a Saccharomyces cerevisiae metabolite and a mouse metabolite. It is an enantiomer of a D-citrulline. It is a tautomer of a L-citrulline zwitterion. C(C[C@@H](C(=O)O)N)CNC(=O)N